N[C@H](CCC(NCCOCCOCCOCCOCCOCCOCC#C)=O)C(=O)OC(C)(C)C tert-Butyl (R)-26-amino-23-oxo-4,7,10,13,16,19-hexaoxa-22-azaheptacos-1-yn-27-oate